C1(=CC=CC1)C/C(=N/C1=CC=C(C=C1)OC)/C1=C(C=CC=C1C(C)(C)C)C(C)(C)C (Z)-2-(cyclopenta-1,3-dien-1-yl)-1-(2,6-di-tert-butylphenyl)-N-(4-methoxyphenyl)ethan-1-imine